[Hg].O(C1=CC=CC=C1)CCO 2-phenoxyethanol Mercury